(2S)-4-(2-Chloro-6-((5-Chloro-6-fluoro-1-(methoxycarbonyl)-1,2,3,4-tetrahydronaphthalen-1-yl) Methyl)-5-nitropyrimidin-4-yl)-2-(cyanomethyl)piperazine-1-carboxylate ClC1=NC(=C(C(=N1)N1C[C@@H](N(CC1)C(=O)[O-])CC#N)[N+](=O)[O-])CC1(CCCC2=C(C(=CC=C12)F)Cl)C(=O)OC